tertiary-butyl peroxypivalate C(C(C)(C)C)(=O)OOC(C)(C)C